3-(bis(4-methylphenyl)methyl)pyridin-2-ol CC1=CC=C(C=C1)C(C=1C(=NC=CC1)O)C1=CC=C(C=C1)C